ClC=1C=CC=2N(N1)C(=CN2)C(F)(F)F 6-chloro-3-(trifluoromethyl)imidazo[1,2-b]pyridazine